N=1C=C(N2N=CC=CC21)C(=O)OC=2C(=NC=C(C2)C2=CC1=CN(N=C1C(=C2)F)C)C=2N=NC(=CC2)N2C[C@@H](NCC2)C(C)C 5-(7-fluoro-2-methyl-2H-indazol-5-yl)-2-{6-[(3S)-3-(prop-2-yl)piperazin-1-yl]pyridazin-3-yl}pyridin-3-ol imidazo[1,2-b]pyridazine-3-carboxylate